(2,2-difluoro-3-(5-fluoropyridin-2-yl)-3-hydroxypropyl)carbamic acid tert-butyl ester C(C)(C)(C)OC(NCC(C(O)C1=NC=C(C=C1)F)(F)F)=O